(R)-7-bromo-N-(1-(2-methyl-3-(trifluoromethyl)phenyl)ethyl)phthalazin-1-amine BrC1=CC=C2C=NN=C(C2=C1)N[C@H](C)C1=C(C(=CC=C1)C(F)(F)F)C